ClC1=CC2=C(N(C(N=C2N2[C@H](CN(CC2)C(C=C)=O)C)=O)C2=C(C=CC=C2)C(C)C)N=C1C1=CC(=NN1C)C(F)(F)F 6-chloro-4-((2S)-2-methyl-4-(2-propenoyl)-1-piperazinyl)-7-(1-methyl-3-(trifluoromethyl)-1H-pyrazol-5-yl)-1-(2-(2-propanyl)phenyl)pyrido[2,3-d]pyrimidin-2(1H)-one